3,6,9-dodecatrien-1-ol C(CC=CCC=CCC=CCC)O